SCSC(CC1SCS1)SCS (2,2-bis(mercaptomethylthio)ethyl)-1,3-dithietane